Gadolinium 2,2',2''-[(2S)-10-(carboxymethyl)-2-(4-{2-[2-(2-methoxyethoxy)ethoxy] ethoxy}benzyl)-1,4,7,10-tetraazacyclododecane-1,4,7-triyl]triacetate C(=O)(O)CN1CCN(CCN(C[C@@H](N(CC1)CC(=O)[O-])CC1=CC=C(C=C1)OCCOCCOCCOC)CC(=O)[O-])CC(=O)[O-].[Gd+3]